(2-phenoxyethyl)pyridazine O(C1=CC=CC=C1)CCC=1N=NC=CC1